C(#N)C1=CC=C(C=C1)C=C1N=C(OC1=O)C=CC1=CC=C(C=C1)OC (4-cyanophenylmethylene)-2-(4-methoxystyryl)oxazol-5(4H)-one